1-[2-(tert-Butoxycarbonylamino)ethyl]piperidine-4-carboxylic acid benzyl ester C(C1=CC=CC=C1)OC(=O)C1CCN(CC1)CCNC(=O)OC(C)(C)C